BrC=1C(=NC(=NC1)Cl)NC1=C(C=CC(=C1)[N+](=O)[O-])F 5-bromo-2-chloro-N-(2-fluoro-5-nitrophenyl)pyrimidine-4-amine